C(C)C1=CC=C(CC2C(N(C(S2)=O)CCCC(=O)NC2=CC(=C(C(=O)O)C=C2)[N+](=O)[O-])=O)C=C1 4-(4-(5-(4-ethylbenzyl)-2,4-dioxothiazolidin-3-yl)butanamido)-2-nitrobenzoic acid